(3aR,4R,7S,7aS)-octahydro-1H-4,7-methanoindene C1CC[C@@H]2[C@@H]3CC[C@H]([C@H]12)C3